CC1(NCC(N(C1)C1=CC=CC(=N1)C1=NC2=CC(=NC=C2C=C1)CNC(C1=CC(=C(C=C1)C)S(=O)(=O)C)=O)=O)C N-((2-(6-(5,5-dimethyl-2-oxopiperazin-1-yl)pyridin-2-yl)-1,6-naphthyridin-7-yl)methyl)-4-methyl-3-(methylsulfonyl)benzamide